C(#N)C1=CC=C(C=C1)C1=CC(=CC=C1)C1=NC(=NO1)[C@H]1N(CCC1)C#N (S)-2-(5-(4'-Cyano-[1,1'-biphenyl]-3-yl)-1,2,4-oxadiazol-3-yl)pyrrolidine-1-carbonitrile